α-ethylacrylonitrile C(C)C(C#N)=C